C(C)C(CC(=O)OCCOCCOCCOC(CC(C)CC)=O)C triethylene glycol bis(beta-ethylbutyrate)